[6-[[4-methylsulfonyl-3-(trifluoromethyl)phenyl]methyl]-2-azaspiro[3.4]oct-2-yl]-[rac-(3S)-3-(4H-1,2,4-triazol-3-yl)pyrrolidin-1-yl]methanone CS(=O)(=O)C1=C(C=C(C=C1)CC1CC2(CN(C2)C(=O)N2C[C@H](CC2)C2=NN=CN2)CC1)C(F)(F)F |r|